C1(=CC=C(C=C1)[Fe](C1=CC=C(C=C1)C)(C1=CC=C(C=C1)C)C1=CC=C(C=C1)C)C tetra-p-tolyl-iron